FC(C=1N=C(N2C1[C@H](N(CC2)C(=O)C2=CC=C(C=C2)F)C)C2=NC(=NS2)C)F (R)-(1-(difluoromethyl)-8-methyl-3-(3-methyl-1,2,4-thiadiazol-5-yl)-5,6-dihydroimidazo[1,5-a]pyrazin-7(8H)-yl)(4-fluorophenyl)methanone